6-bromo-2-(2-(5-hydroxy-6-oxo-1,6-dihydropyrimidin-4-yl)ethyl)-1,2-dihydro-3H-pyrrolo[1,2-c]imidazol-3-one BrC=1C=C2N(C(N(C2)CCC=2N=CNC(C2O)=O)=O)C1